1,1-dimethylethyl (3aR,9bS)-1,3,3a,4,5,9b-hexahydro-4-[2-(methylamino)-2-oxoethyl]-5-oxo-6-(trifluoromethyl)-2H-pyrrolo[3,4-c]isoquinoline-2-carboxylate CNC(CN1C(C=2C(=CC=CC2[C@@H]2[C@@H]1CN(C2)C(=O)OC(C)(C)C)C(F)(F)F)=O)=O